(2,6-diisopropyl)phenoxydimethyl-aluminum C(C)(C)C1=C(O[Al](C)C)C(=CC=C1)C(C)C